5-bromo-N,N,6-triphenyl-3-(1H-pyrazol-1-yl)pyridin-2-amine BrC=1C=C(C(=NC1C1=CC=CC=C1)N(C1=CC=CC=C1)C1=CC=CC=C1)N1N=CC=C1